ClC1=CC=C(C=C1)C(C#C)(CC)C=1N=C(SC1)NC(C1=C(C=C(C=C1F)N1CCNCC1)F)=O N-(4-(3-(4-chlorophenyl)pent-1-yn-3-yl)thiazol-2-yl)-2,6-difluoro-4-(piperazin-1-yl)benzamide